7α-[9-(4,4,5,5,5-pentafluoropentylsulfinyl)nonyl]oestra-1,3,5(10)-triene-3,17β-diol FC(CCCS(=O)CCCCCCCCC[C@H]1[C@H]2[C@@H]3CC[C@@H]([C@@]3(C)CC[C@@H]2C=2C=CC(=CC2C1)O)O)(C(F)(F)F)F